rac-3,3,3-Trifluoro-N-[2-fluoro-4-(2-methylsulfanyl-7-oxo-8-sec-butyl-pyrido[2,3-d]pyrimidin-6-yl)phenyl]propane-1-sulfonamide FC(CCS(=O)(=O)NC1=C(C=C(C=C1)C1=CC2=C(N=C(N=C2)SC)N(C1=O)[C@H](C)CC)F)(F)F |r|